FC=1C=C(C=NC1)[C@H]1N(OC(C1)O)C(=O)OC(C)(C)C Tert-butyl (3S)-3-(5-fluoro-3-pyridyl)-5-hydroxy-isoxazolidine-2-carboxylate